rac-(1S,3S)-N-methyl-3-(4-(5,6,7,8-tetrahydro-1,8-naphthyridin-2-yl)butoxy)cyclopentan-1-amine CN[C@@H]1C[C@H](CC1)OCCCCC1=NC=2NCCCC2C=C1 |r|